7-chloro-2-methyl-1,2,3,4-tetrahydroisoquinoline-6-amine ClC1=C(C=C2CCN(CC2=C1)C)N